(R)-5-(2-(isoindolin-2-yl)acetamido)-2-methyl-N-(1-(naphthalen-1-yl)ethyl)benzamide C1N(CC2=CC=CC=C12)CC(=O)NC=1C=CC(=C(C(=O)N[C@H](C)C2=CC=CC3=CC=CC=C23)C1)C